C(C)N(CCNC(C1=CC=CC=C1)=O)CC N-(2-(diethylamino)ethyl)benzamide